O.O.O.C(C)(=O)N[C@@H](C(CC)CC)[C@@H]1[C@@H]([C@H](C[C@H]1NC(=N)N)C(=O)O)O (1S,2S,3R,4R)-3-[(S)-1-acetylamino-2-ethylbutyl]-4-guanidino-2-hydroxycyclopentane-1-carboxylic acid trihydrate